C1=CC=CC=2N(C3=C(CCC21)C=CC=C3)C(=O)N3[C@@H]([C@H]2CC[C@@H](C3)N2C(N(C2=CC=CC=C2)C2=CC=CC=C2)=O)C(=O)O (1R,2S,5S)-3-(10,11-dihydro-5H-dibenzo[b,f]azepine-5-carbonyl)-8-(diphenylcarbamoyl)-3,8-diazabicyclo[3.2.1]octane-2-carboxylic acid